NC1=C(C=C(C=N1)C1=CC=C(C(=O)NCCN2CCCC2)C=C1)OC(C)C1=C(C(=CC=C1F)F)Cl 4-{6-amino-5-[1-(2-chloro-3,6-difluoro-phenyl)-ethoxy]-pyridin-3-yl}-N-(2-pyrrolidin-1-yl-ethyl)-benzamide